tert-butyl (R)-2-((4-methyl-3-(((R*)-1-(3-(1-methyl-1H-pyrazol-4-yl) naphthalen-1-yl)ethyl)carbamoyl)phenyl)carbamoyl)piperidine-1-carboxylate CC1=C(C=C(C=C1)NC(=O)[C@@H]1N(CCCC1)C(=O)OC(C)(C)C)C(N[C@H](C)C1=CC(=CC2=CC=CC=C12)C=1C=NN(C1)C)=O |o1:25|